(2-((4-((1R,5S)-3,8-diazabicyclo[3.2.1]octan-3-yl)-7-(8-chloronaphthalen-1-yl)-8-fluoropyrido[4,3-d]pyrimidin-2-yl)oxy)tetrahydro-1H-pyrrolizin-7a(5H)-yl)methanol bis-hydrochloride Cl.Cl.[C@H]12CN(C[C@H](CC1)N2)C=2C1=C(N=C(N2)OC2CC3(CCCN3C2)CO)C(=C(N=C1)C1=CC=CC2=CC=CC(=C12)Cl)F